Bis(2,2,6,6-tetramethyl-1-octyloxy-4-piperidyl) decanedioate C(CCCCCCCCC(=O)OC1CC(N(C(C1)(C)C)OCCCCCCCC)(C)C)(=O)OC1CC(N(C(C1)(C)C)OCCCCCCCC)(C)C